pentaerythritol tetrakis(bis-tert-butyl hydroxyhydrocinnamate) C(C)(C)(C)C(C(C(=O)OCC(COC(C(C(C1=CC=CC=C1)C(C)(C)C)(O)C(C)(C)C)=O)(COC(C(C(C1=CC=CC=C1)C(C)(C)C)(O)C(C)(C)C)=O)COC(C(C(C1=CC=CC=C1)C(C)(C)C)(O)C(C)(C)C)=O)(O)C(C)(C)C)C1=CC=CC=C1